C(C=C)(=O)N1C[C@H](CCC1)CNC1=C2C(=NC=C1C(=O)N)NC(=C2)C2=NN(C=N2)C (R)-4-(((1-Acryloylpiperidin-3-yl)methyl)amino)-2-(1-methyl-1H-1,2,4-triazole-3-yl)-1H-pyrrolo[2,3-b]pyridine-5-carboxamide